CN1CCC(CC1)OC1=CC=CC=2N=C3N(C=C(C=C3)Br)C21 9-(1-methylpiperidine-4-oxy)-2-bromobenzo[4,5]imidazo[1,2-a]pyridine